O[Si](CCCS(=O)(=O)O)(O)O 3-(Trihydroxysilyl)-propanesulfonic acid